C(CCCCCCCCCCC)(=O)[O-].[Au+3].[Na+].C(CCCCCCCCCCC)(=O)[O-].C(CCCCCCCCCCC)(=O)[O-].C(CCCCCCCCCCC)(=O)[O-] sodium gold laurate